6-chloro-2-((4-nitrobenzyl)thio)benzo[d]oxazole ClC1=CC2=C(N=C(O2)SCC2=CC=C(C=C2)[N+](=O)[O-])C=C1